tert-butyl (3R,4R)-4-(((benzyloxy) carbonyl) (methyl) amino)-3-fluoropiperidine-1-carboxylate C(C1=CC=CC=C1)OC(=O)N([C@H]1[C@@H](CN(CC1)C(=O)OC(C)(C)C)F)C